tert-butyl (3S,4S)-3-hydroxy-4-(pentadecylamino)pyrrolidine-1-carboxylate O[C@H]1CN(C[C@@H]1NCCCCCCCCCCCCCCC)C(=O)OC(C)(C)C